B(O)(O)C=1C=C(C=C(C1)Cl)S(=O)(C1=CC(=CC(=C1)Cl)B(O)O)=NCC(=O)O 2-((Bis(3-borono-5-chlorophenyl)(oxo)-λ6-sulfanylidene)amino)acetic acid